BrC1=C(SC2=C1N=C(N(C2=O)C)N2CCCCC2)C 7-bromo-2-(hexahydropyridine-1-yl)-3,6-dimethyl-3,4-dihydrothieno[3,2-d]pyrimidin-4-one